chromaneselon O1C(CCC2=CC=CC=C12)=[Se]